COC1=CC=C(CN(C2=NC(=C(C(=N2)C2=C(C=C3C(=NC(=NC3=C2F)F)N2CCC(CC2)C#N)Cl)C(F)(F)F)C)CC2=CC=C(C=C2)OC)C=C1 1-(7-(2-(bis(4-methoxybenzyl)amino)-6-methyl-5-(trifluoromethyl)pyrimidin-4-yl)-6-chloro-2,8-difluoroquinazolin-4-yl)piperidine-4-carbonitrile